ClC1=CC(=C(OC2=NC=C(C=N2)CN2C(OC[C@@H]2C)=O)C=C1)F (4S)-3-{[2-(4-chloro-2-fluorophenoxy)pyrimidin-5-yl]methyl}-4-methyl-1,3-oxazolidin-2-one